(3-(2,3-epoxypropoxy)propyl)trimethoxysilane C(C1CO1)OCCC[Si](OC)(OC)OC